C(C)(=O)C1=CC=C(C=C1)C1=CC(=CC=C1)C(CC(=O)O)NC(=O)NC=1C(N(C=C(C1O)C)C)=O 3-(4'-acetylbiphenyl-3-yl)-3-(3-(4-hydroxy-1,5-dimethyl-2-oxo-1,2-dihydropyridin-3-yl)ureido)propanoic acid